rac-9-(2-amino-6-(((3S,4R)-4-fluorotetrahydrofuran-3-yl)oxy)pyrimidin-4-yl)-1-(3,4-difluorophenyl)-1,9-diazaspiro[5.5]undecan-2-one NC1=NC(=CC(=N1)N1CCC2(CCCC(N2C2=CC(=C(C=C2)F)F)=O)CC1)O[C@H]1COC[C@H]1F |r|